1,1'-carbonylbisbenzotriazole C(=O)(N1N=NC2=C1C=CC=C2)N2N=NC1=C2C=CC=C1